3-((E)-2-(5-bromopyridin-2-yl)ethenyl)-6-((2R,4S)-2-(2,5-difluorophenyl)-4-fluoropyrrolidin-1-yl)imidazo[1,2-b]pyridazine BrC=1C=CC(=NC1)/C=C/C1=CN=C2N1N=C(C=C2)N2[C@H](C[C@@H](C2)F)C2=C(C=CC(=C2)F)F